3-Fluoro-5-(tri-fluoromethyl)pyridin FC=1C=NC=C(C1)C(F)(F)F